C1(=CC=CC2=CC=CC=C12)CN Naphthalene-1-ylmethylamine